(R)-6-chloro-3-((1-(3,6-dimethyl-4-oxo-2-(8-oxa-2-azaspiro[4.5]decan-2-yl)-3,4-dihydroquinazolin-8-yl)ethyl)amino)-N-(methylsulfonyl)picolinamide ClC1=CC=C(C(=N1)C(=O)NS(=O)(=O)C)N[C@H](C)C=1C=C(C=C2C(N(C(=NC12)N1CC2(CC1)CCOCC2)C)=O)C